O=C1N(C(C2=CC=CC=C12)=O)OCCOCCC(=O)O 3-(2-(1,3-dioxoisoindolin-2-yloxy)ethoxy)propionic acid